isononanoate (isononyl isononanoate) C(CCCCCC(C)C)C(C(=O)O)CCCCC(C)C.C(CCCCCC(C)C)(=O)O